Di(aziridin-1-yl)phosphinic acid (R)-6-(4-(methylcarbamoyl) phenoxy)-5-nitro-2,3-dihydro-1H-inden-1-yl ester CNC(=O)C1=CC=C(OC2=C(C=C3CC[C@H](C3=C2)OP(=O)(N2CC2)N2CC2)[N+](=O)[O-])C=C1